C(C)(C)C1=C(NC2=CC=C(C=C12)C1CCN(CC1)CC=1C=NC(=NC1)C)C=1C=C(C=2N(C1)N=CN2)CC 2-(6-(3-isopropyl-5-(1-((2-methylpyrimidin-5-yl)methyl)piperidin-4-yl)-1H-indol-2-yl)-[1,2,4]triazolo[1,5-a]pyridin-8-yl)ethan